2-(4-((3-hydroxycyclobutyl)amino)phthalazin-1-yl)-5-(trifluoromethyl)phenol OC1CC(C1)NC1=NN=C(C2=CC=CC=C12)C1=C(C=C(C=C1)C(F)(F)F)O